FC(C=1C(=C(C=CC1)[C@@H](C)NC=1C2=C(N=C(N1)C)C=NC(=C2)S(=O)(=O)N2CCN(CC2)C(=O)NC)F)F (R)-4-((4-((1-(3-(difluoromethyl)-2-fluorophenyl)ethyl)amino)-2-methylpyrido[3,4-d]pyrimidin-6-yl)sulfonyl)-N-methylpiperazine-1-carboxamide